COCCOCCOCC(=O)O 2-(2-(2-Methoxyethoxy)Ethoxy)acetic acid